C(C)(C)(C)OC(=O)N1[C@](CCC1)(\C=C\S(N)(=O)=O)C.C12(CCC(CC1)C2(C)C)C (1R,4R)-camphane tert-butyl-(R,E)-2-methyl-2-(2-sulfamoylvinyl)pyrrolidine-1-carboxylate